8-(2-chloro-3-(trifluoromethyl)phenyl)-9-(4-((1-(3-fluoropropyl)azetidin-3-ylidene)methyl)phenyl)-6,7-dihydro-5H-benzo[7]annulene-3-carboxylic acid ClC1=C(C=CC=C1C(F)(F)F)C=1CCCC2=C(C1C1=CC=C(C=C1)C=C1CN(C1)CCCF)C=CC(=C2)C(=O)O